C(C1=CC=CC=C1)(=O)OOOCCCC(CC)OC(C(=C)C)=O ({4-[(2-methylprop-2-enoyl) oxy] hexyloxy} oxy) benzoate